3-(4-chlorophenyl)-N-(3-cyclopentylpropanoyl)-N-(4-methyl-3-(pyridin-4-yl)-1H-pyrazol-5-yl)propanamide ClC1=CC=C(C=C1)CCC(=O)N(C1=C(C(=NN1)C1=CC=NC=C1)C)C(CCC1CCCC1)=O